OC(C(=O)C1=CC=CC=C1)(C)C Hydroxyisobutyrophenone